N1CCC(CC1)CN[C@H]1[C@@H](C1)C=1C=C2CCCN(C2=CC1)S(=O)(=O)CCC trans-N-(piperidin-4-ylmethyl)-2-(1-(propylsulfonyl)-1,2,3,4-tetrahydroquinolin-6-yl)cyclopropylamine